N-(4-(difluoromethyl)bicyclo[2.2.2]oct-1-yl)-2-(methylsulfonyl)-5-(trifluoromethyl)benzamide FC(C12CCC(CC1)(CC2)NC(C2=C(C=CC(=C2)C(F)(F)F)S(=O)(=O)C)=O)F